oxa[4,7,10,13,16]pentaazacyclononadecine-5,8,11,14,17(2H)-pentaone O1CC=NC(C=NC(C=NC(C=NC(C=NC(C=C1)=O)=O)=O)=O)=O